O=C1NC(CCC1N1C(C2=CC=C(C=C2C1=O)N1CCC(CC1)CN1CCC(CC1)C=1C=C(C=2C=C(C(N(C2C1)C)=O)C)N1CCCC2=CC=C(C=C12)C#N)=O)=O 7'-(1-((1-(2-(2,6-dioxopiperidin-3-yl)-1,3-dioxoisoindolin-5-yl)piperidin-4-yl)methyl)piperidin-4-yl)-1',3'-dimethyl-2'-oxo-1',2',3,4-tetrahydro-2H-[1,5'-biquinoline]-7-carbonitrile